CC(COC(=O)CCCC(OC(=O)OC1CC(NC(C1)(C)C)(C)C)(OC(=O)OC1CC(NC(C1)(C)C)(C)C)OC(=O)OC1CC(NC(C1)(C)C)(C)C)(C)C1OCC2(CO1)COC(OC2)C(COC(=O)CCCC(OC(=O)OC2CC(NC(C2)(C)C)(C)C)(OC(=O)OC2CC(NC(C2)(C)C)(C)C)OC(=O)OC2CC(NC(C2)(C)C)(C)C)(C)C 3,9-bis[1,1-dimethyl-2-[tris(2,2,6,6-tetramethyl-4-piperidyloxycarbonyloxy)butylcarbonyloxy]ethyl]-2,4,8,10-tetraoxaspiro[5.5]undecane